ClC1=CC(=C(CNC(=O)C2CCN(CC2)C(=O)OC(C)(C)C)C=C1Cl)OC tert-Butyl 4-((4,5-dichloro-2-methoxybenzyl)carbamoyl)piperidine-1-carboxylate